1-(4-(1-(2,6-dichlorophenyl) azetidin-3-yl)-2-fluorobenzyl)-3-methylazetidin-3-yl acetate C(C)(=O)OC1(CN(C1)CC1=C(C=C(C=C1)C1CN(C1)C1=C(C=CC=C1Cl)Cl)F)C